ClC=1C=C(C(=O)NC2=C(N=NS2)C(=O)NC2=CC=C(C=C2)OC(C)C)C=CC1 5-(3-chlorobenzamido)-N-(4-isopropoxyphenyl)-1,2,3-thiadiazole-4-carboxamide